ClC=1C=C(C=NC1OCC1CCC(CC1)(C)O)S(=O)(=O)N 5-Chloro-6-(((1s,4s)-4-hydroxy-4-methylcyclohexyl)methoxy)pyridine-3-sulfonamide